(5S)-5-(3,5-difluorophenyl)-2-(2-phenylcyclopropyl)-2,5,6,7-tetrahydro-3H-pyrrolo[2,1-c][1,2,4]triazol-3-one FC=1C=C(C=C(C1)F)[C@@H]1CCC2=NN(C(N21)=O)C2C(C2)C2=CC=CC=C2